1-bromo-8,8-dimethyl-10-(7-(2-octylcyclopropyl)heptyl)-7,9,11-trioxa-8-silaheptacosane BrCCCCCCO[Si](OC(OCCCCCCCCCCCCCCCC)CCCCCCCC1C(C1)CCCCCCCC)(C)C